CCCCCCCCCCCCCCCCCCCCCCCCC pentaeicosane